C1(CC1)C1=NC=NC(=C1C1=NN2C(N(CCC2)C(C)C2=CC=C(C=C2)C=2N(C=C(N2)C(F)(F)F)CC)=C1)OC 2-(4-cyclopropyl-6-methoxypyrimidin-5-yl)-4-(1-(4-(1-ethyl-4-(trifluoromethyl)-1H-imidazol-2-yl)phenyl)ethyl)-4,5,6,7-tetrahydropyrazolo[1,5-a]pyrimidine